((ethyl(methoxycarbonyl)amino)(phenyl)methyl)benzoate C(C)N(C(=O)OC)C(C1=CC=CC=C1)OC(C1=CC=CC=C1)=O